C(C)(=O)N1CC2(C1)C[C@@H]([C@@H](CC2)N2N=C1C=C(C(=CC1=C2)C(=O)NC=2C=NN1C2N=CC=C1)OC1CC1)C |r| rac-2-((6S,7R)-2-acetyl-6-methyl-2-azaspiro[3.5]nonan-7-yl)-6-cyclopropoxy-N-(pyrazolo[1,5-a]pyrimidin-3-yl)-2H-indazole-5-carboxamide